FC=1C=C(C2=C(SC=C2)C1)N1CCN(CC1)CCC1=CC=C2CCC(N(C2=C1)CCC(=O)OC(C)C1[C@H]2CN(C[C@@H]12)N=O)=O ((1R,5S,6s)-3-nitroso-3-azabicyclo[3.1.0]hexan-6-yl)ethan-1-ol (7-(2-(4-(6-fluorobenzo[b]thiophen-4-yl)piperazin-1-yl)ethyl)-2-oxo-3,4-dihydroquinolin-1(2H)-yl)methyl-acetate